(Z)-4-methylbenzenesulfonic acid CC1=CC=C(C=C1)S(=O)(=O)O